2,2-difluoro-N-((3S,4S)-3-fluoropiperidin-4-yl)-2-phenoxyacetamide FC(C(=O)N[C@@H]1[C@H](CNCC1)F)(OC1=CC=CC=C1)F